4-bromo-6-chloro-pyridazin-3-amine BrC1=C(N=NC(=C1)Cl)N